4-Phenyl-2-(((E)-(9-benzyl-β-carbolin-3-yl)methylene)hydrazino)-2,3-dihydrothiazole C1(=CC=CC=C1)C=1NC(SC1)N/N=C/C=1N=CC=2N(C3=CC=CC=C3C2C1)CC1=CC=CC=C1